methoxyethyl-aniline 3-hexylnonyl-9-aminohenicosanoate C(CCCCC)C(CCOC(CCCCCCCC(CCCCCCCCCCCC)N)=O)CCCCCC.COCCNC1=CC=CC=C1